7-(6-fluoropyridin-3-yl)-N-methylquinoxalin-2-amine FC1=CC=C(C=N1)C1=CC=C2N=CC(=NC2=C1)NC